FC(C1=NN=C(O1)C=1C=CC(=NC1)CN(C(=O)C1(CN(C1)C1CCN(CC1)C(C)C)F)C1=CC=CC=C1)F N-((5-(5-(difluoromethyl)-1,3,4-oxadiazol-2-yl)pyridin-2-yl)methyl)-3-fluoro-1-(1-isopropylpiperidin-4-yl)-N-phenylazetidine-3-carboxamide